methyl 2-(bromomethyl)-3-[tert-butyl(dimethyl)silyl]oxy-4-cyano-benzoate BrCC1=C(C(=O)OC)C=CC(=C1O[Si](C)(C)C(C)(C)C)C#N